(2S)-2-((2R)-7-oxabicyclo[2.2.1]heptane-2-carboxamido)-9-(5,6,7,8-tetrahydro-1,8-naphthyridin-2-yl)nonanoic acid C12[C@@H](CC(CC1)O2)C(=O)N[C@H](C(=O)O)CCCCCCCC2=NC=1NCCCC1C=C2